OC1CN(C1)CC=1C(=NN(C1)C1=NC(=NC=C1)NC1=CC=C(C=C1)C1=CSC=2C(C=C(OC12)N1CCN(CC1)C(=O)OC(C)(C)C)=O)C tert-Butyl 4-{3-[p-(4-{4-[(3-hydroxy-1-azetidinyl)methyl]-3-methyl-1H-pyrazol-1-yl}-2-pyrimidinylamino)phenyl]-7-oxo-4-oxa-1-thia-5-indenyl}-1-piperazinecarboxylate